NC1=C(N=CC(=N1)N1CCC2(CC1)[C@@H](C1=CC=CC=C1C2)N)SC2=C(C(=NC=C2)N)Cl (S)-1'-(6-amino-5-((2-amino-3-chloropyridin-4-yl)thio)pyrazin-2-yl)-1,3-dihydrospiro[indene-2,4'-piperidin]-1-amine